2-((4-([1,1'-biphenyl]-4-yl)-6-(morpholine-4-carbonyl)quinolin-2-yl)methylene)-1-acetylindolin-3-one C1(=CC=C(C=C1)C1=CC(=NC2=CC=C(C=C12)C(=O)N1CCOCC1)C=C1N(C2=CC=CC=C2C1=O)C(C)=O)C1=CC=CC=C1